C(C1=CC=CC=C1)[C@H]1N(C(OC1)=O)C([C@@H](CN1C(C2=CC=CC=C2C1=O)=O)C1=CC=C(C=C1)C)=O 2-((R)-3-((R)-4-benzyl-2-oxooxazolidin-3-yl)-3-oxo-2-(p-tolyl)propyl)isoindoline-1,3-dione